ClC1=CC(=C2C(=N1)OC(=N2)C)C 5-chloro-2,7-dimethyloxazolo[5,4-b]pyridine